C(C)N(C1=C(C=CC=C1)C(C1=CC=C2C=CC(=NC2=C1O)C)NC1=NC=CC=C1)CC 7-((2-Diethylaminophenyl)(pyridin-2-ylamino)methyl)-2-methylquinolin-8-ol